FC1=CC=C(C=C1)C(=O)N1CCN2C(CC1)=NN=C2C2=NC(=NS2)C (4-fluorophenyl)(3-(3-methyl-1,2,4-thiadiazol-5-yl)-5,6,8,9-tetrahydro-7H-[1,2,4]triazolo[4,3-d][1,4]diazepin-7-yl)methanone